methyl 1-(4-methoxyphenyl)-1H-benzo[d][1,2,3]triazole-5-carboxylate COC1=CC=C(C=C1)N1N=NC2=C1C=CC(=C2)C(=O)OC